The molecule is a phosphatidylcholine O-42:1 in which the alkyl and acyl groups specified at positions 1 and 2 are icosyl and (11Z)-docosenoyl respectively. It is a phosphatidylcholine O-42:1 and a 2-acyl-1-alkyl-sn-glycero-3-phosphocholine. It derives from a cetoleic acid. CCCCCCCCCCCCCCCCCCCCOC[C@H](COP(=O)([O-])OCC[N+](C)(C)C)OC(=O)CCCCCCCCC/C=C\\CCCCCCCCCC